methyl 3-(9-((4-(aminomethyl)phenoxy)methyl)-4,5-dihydrobenzo[b]thieno[2,3-d]oxepin-8-yl)-6-(propylcarbamoyl)picolinate NCC1=CC=C(OCC2=CC3=C(OCCC4=C3SC=C4)C=C2C=2C(=NC(=CC2)C(NCCC)=O)C(=O)OC)C=C1